C(C)(C)(C)N1C(NC2=CC(=CC=C2C1=O)C(F)(F)F)=O 3-(tert-butyl)-7-trifluoromethylquinazoline-2,4(1H,3H)-dione